(S)-3-(dimethylamino)piperidine hydrochloride Cl.CN([C@@H]1CNCCC1)C